[Na+].C(CCCCCCC)S(=O)(=O)[O-] 1-octanesulfonic acid, sodium salt